NC=1C=CC(=C(C1)C1=CCCN(C1)C(=O)OC(C)(C)C)C(=O)OC tert-butyl 5-(5-amino-2-methoxycarbonyl-phenyl)-3,6-dihydro-2H-pyridine-1-carboxylate